2-(3-fluoro-4-methoxyphenyl)-5-(3,4,5-trimethoxyphenyl)-[1,2,4]triazolo[1,5-c]pyrimidine FC=1C=C(C=CC1OC)C1=NN2C(=NC=CC2=N1)C1=CC(=C(C(=C1)OC)OC)OC